C(C1=CC=CC=C1)SC1=C(C=CC(=C1)F)[N+](=O)[O-] 2-Benzylsulfanyl-4-fluoro-1-nitro-benzene